C(C)C(CC=1C(=C(C=CC1)P([O-])([O-])=O)CCCCCCCCC)CCCC.[Nd+3].C(C)C(CC=1C(=C(C=CC1)P([O-])([O-])=O)CCCCCCCCC)CCCC.C(C)C(CC=1C(=C(C=CC1)P([O-])([O-])=O)CCCCCCCCC)CCCC.[Nd+3] neodymium (2-ethylhexyl)((n-nonylphenyl)phosphonate)